C(C)OC(C[C@@H](C=1C=C(C=CC1)C1=CC(=C(C=C1)OC)OC)N)=O.C1(CCC1)NC1=CC(=CC(=C1)C(F)(F)F)C1=NNC=N1 N-cyclobutyl-3-(1H-1,2,4-triazol-3-yl)-5-(trifluoromethyl)aniline ethyl-(S)-3-amino-3-(3',4'-dimethoxybiphenyl-3-yl)propanoate